FC=1C=C(C(=O)OC)C=C(C1[N+](=O)[O-])OCCF Methyl 3-fluoro-5-(2-fluoroethoxy)-4-nitrobenzoate